C(C)(C)(C)OC(=O)N(C1=CC=C(N=N1)N(C1=CC=CC(=N1)C(=O)OC)C)C(=O)OC(C)(C)C methyl 6-[(6-{bis[(tert-butoxy)carbonyl]amino}pyridazin-3-yl)(methyl)amino]pyridine-2-carboxylate